C(C)OC1=NC=2N(C=C1C(=O)NC=1N=NC(=CC1)N1CCNCC1)C=C(N2)C 7-ethoxy-2-methyl-N-(6-(piperazin-1-yl)pyridazin-3-yl)imidazo[1,2-a]pyrimidine-6-carboxamide